FC=1C=C2C=C(N(C2=CC1C=C)S(=O)(=O)C1=CC=CC=C1)CNC(OC(C)(C)C)=O tert-butyl ((5-fluoro-1-(phenylsulfonyl)-6-vinyl-1H-indol-2-yl)methyl)carbamate